BrC=1C=C2C(=NC1)N(N=C2C2=CC=CC=C2)COCC[Si](C)(C)C 5-bromo-3-phenyl-1-((2-(trimethylsilyl)ethoxy)methyl)-1H-pyrazolo[3,4-b]pyridine